ClC1=CC(=C(C=C1)[C@H](NC([C@@H]1N(CCC1)C(=O)[C@@H]1CN(CCC1)S(=O)(=O)N1CC(C1)C#N)=O)C1CC1)F N-((R)-(4-chloro-2-fluorophenyl)(cyclopropyl)methyl)-1-(((3S)-1-((3-cyano-1-azetidinyl)sulfonyl)-3-piperidinyl)carbonyl)-D-prolinamide